FC1=C(C=CC(=C1)F)C(C)(C)C1=NC(=NO1)C1=NC(=CC(=N1)O[C@@H]1C[C@H](NCC1)CC#N)O[C@@H](C)[C@H]1N(C[C@@H](C1)F)C 2-[(2R,4S)-4-[(2-{5-[2-(2,4-difluorophenyl)propan-2-yl]-1,2,4-oxadiazol-3-yl}-6-[(1S)-1-[(2S,4R)-4-fluoro-1-methylpyrrolidin-2-yl]ethoxy]pyrimidin-4-yl)oxy]piperidin-2-yl]acetonitrile